methyl-sulfonylacetic acid hydroxyethyl ester OCCOC(CS(=O)(=O)C)=O